BrCCC1=CNC2=CC=C(C=C12)[N+](=O)[O-] 3-bromoethyl-5-nitroindole